methyl (2S)-2-(benzyloxycarbonylamino)-3-hydroxy-propanoate C(C1=CC=CC=C1)OC(=O)N[C@H](C(=O)OC)CO